ClC1=C(C=CC=C1)C(CCCC(=O)O)=O 5-(2-chlorophenyl)-5-oxopentanoic acid